C(C1=CC=CC=C1)N1CCC(CC1)N(C)CC=1C=C2CN(C(C2=CC1)=O)C1C(N(C(CC1)=O)COCC[Si](C)(C)C)=O 3-(5-(((1-benzylpiperidin-4-yl)(methyl)amino)methyl)-1-oxoisoindolin-2-yl)-1-((2-(trimethylsilyl)ethoxy)methyl)piperidine-2,6-dione